C(CCC)OC1=C2N=CN(C2=NC(=N1)Cl)[C@H]1[C@H]([C@@H]([C@H](O1)CO[Si](C1=CC=CC=C1)(C1=CC=CC=C1)C(C)(C)C)O)F (2R,3R,4S,5R)-5-(6-butoxy-2-chloro-9H-purin-9-yl)-2-(((tert-butyldiphenylsilyl)oxy)methyl)-4-fluorotetra-hydrofuran-3-ol